(S)-N-(1-amino-3-hydroxy-1-oxopropan-2-yl)-2-(difluoromethyl)-5-((4-methylthiazol-5-yl)methoxy)benzofuran-3-carboxamide NC([C@H](CO)NC(=O)C1=C(OC2=C1C=C(C=C2)OCC2=C(N=CS2)C)C(F)F)=O